4-Bromo-3-(2-chloro-5-fluorophenyl)-3-hydroxy-2-[(4-methoxyphenyl)methyl]-6-[(tridecylmethyl)amino]-2,3-dihydro-1H-pyrrolo[4,3-f]isoquinolin-1-one BrC1=C2C(=C3C=CN=C(C3=C1)NCCCCCCCCCCCCCC)C(N(C2(O)C2=C(C=CC(=C2)F)Cl)CC2=CC=C(C=C2)OC)=O